COCCOC1CCC(CC1)NC(=O)C=1C=C(C2=C(C=3N(CCO2)C=NC3)C1)C N-((1r,4r)-4-(2-methoxyethoxy)cyclohexyl)-8-methyl-5,6-dihydrobenzo[f]imidazo[1,5-d][1,4]oxazepine-10-carboxamide